(S)-N-(1-methylcyclopropyl)-4-(2-methylmorpholino)-9H-pyrimido[4,5-b]indole-7-sulfonamide CC1(CC1)NS(=O)(=O)C1=CC=C2C3=C(NC2=C1)N=CN=C3N3C[C@@H](OCC3)C